C(C)(=O)NC=1SC(=CN1)CN1CCN(CC1)CC(=O)NC=1C=C2N=CC=NC2=CC1 2-(4-((2-acetamidothiazol-5-yl)methyl)piperazin-1-yl)-N-(quinoxalin-6-yl)acetamide